C1CCC2=CC(=CC=C12)C1(CCC(CC1)(N)C)N 1-(2,3-dihydro-1H-inden-5-yl)-4-methylcyclohexane-1,4-diamine